C1CCC(=CC1)NC=O N-cyclohexenylformamide